N-cyclopropyl-5-((6,7-dimethoxyquinolin-4-yl)oxy)indoline-1-carboxamide C1(CC1)NC(=O)N1CCC2=CC(=CC=C12)OC1=CC=NC2=CC(=C(C=C12)OC)OC